FC(CN1C(=NC2=NC=C(C=C21)C2=CNC=1N=C(N=CC12)NC1CCC(CC1)(C)NC(C)=O)C)F N-((1r,4r)-4-((5-(1-(2,2-difluoroethyl)-2-methyl-1H-imidazo[4,5-b]pyridin-6-yl)-7H-pyrrolo[2,3-d]pyrimidin-2-yl)amino)-1-methylcyclohexyl)acetamide